1-(tert-butyl)-N-(4-(6-(1-(2,2-difluoroethyl)-1H-pyrazol-4-yl)pyrrolo[2,1-f][1,2,4]triazin-4-yl)-2-(difluoromethyl)benzyl)-1H-pyrazole-4-carboxamide C(C)(C)(C)N1N=CC(=C1)C(=O)NCC1=C(C=C(C=C1)C1=NC=NN2C1=CC(=C2)C=2C=NN(C2)CC(F)F)C(F)F